C(C)(C)(C)OC(=O)N1C(C[C@@H](C1)CCC(CC1=NC=C(C=C1)Br)N)(C)C.BrCCCCC1CC1 (4-bromobutyl)cyclopropane tert-Butyl-(4S)-4-[3-amino-4-(5-bromo-2-pyridyl)butyl]-2,2-dimethyl-pyrrolidine-1-carboxylate